N1=CC(=CC=C1)OC1=CC=C(C(=O)O)C=C1 Para-(3-pyridyloxy)benzoic acid